FC1=C(C=C(C(=C1)C)C)B1OC(C(O1)(C)C)(C)C 2-(2-fluoro-4,5-dimethyl-phenyl)-4,4,5,5-tetramethyl-1,3,2-dioxa-borolane